N-(trans-4-((5-cyanopyridin-2-yl)amino)cyclohexyl)-N-(3-fluoro-4-(1-methyl-1H-pyrazol-4-yl)phenyl)propanamide C(#N)C=1C=CC(=NC1)N[C@@H]1CC[C@H](CC1)N(C(CC)=O)C1=CC(=C(C=C1)C=1C=NN(C1)C)F